benzyl (4,4-difluoro-2-(4-fluorophenyl)-7-methyl-1,2,3,4-tetrahydrobenzo[4,5]imidazo[1,2-a]pyridin-2-yl)carbamate FC1(C=2N(CC(C1)(C1=CC=C(C=C1)F)NC(OCC1=CC=CC=C1)=O)C1=C(N2)C=C(C=C1)C)F